1-(4-((2R,3R)-1-(6-(2-Oxa-9-azaspiro[5.5]undec-4-en-9-yl)-2-(trifluoromethyl)pyrimidin-4-yl)-2-methylazetidin-3-yl)piperazin-1-yl)prop-2-en-1-one C1OCC=CC12CCN(CC2)C2=CC(=NC(=N2)C(F)(F)F)N2[C@@H]([C@@H](C2)N2CCN(CC2)C(C=C)=O)C